OC1=CC=C(C=C1)C(C)C 2-(p-hydroxyphenyl)propane